COC=1N=C2C(=CC=NC2=CC1OC)OC1=CC=C(C=C1)NC(=O)C=1C(=NC(=C(C1O)C(C)C)C)C N-[4-[(6,7-Dimethoxy-1,5-naphthyridin-4-yl)oxy]phenyl]-4-hydroxy-2,6-dimethyl-5-propan-2-ylpyridine-3-carboxamide